N-(4-cyanophenyl)-2-[3-(4,4-dimethylpiperidin-1-yl)-6-oxopyridazin-1(6H)-yl]acetamide C(#N)C1=CC=C(C=C1)NC(CN1N=C(C=CC1=O)N1CCC(CC1)(C)C)=O